2-(8-Methyl-4-oxothiochroman-3-yl)-2-oxoethyl acetate C(C)(=O)OCC(=O)C1CSC2=C(C=CC=C2C1=O)C